N-(1-(2-(azetidin-3-ylamino)-2-oxoethyl)-3-(5-chloro-2-methoxyphenyl)-1H-pyrazol-4-yl)pyrazolo[1,5-a]pyrimidine-3-carboxamide N1CC(C1)NC(CN1N=C(C(=C1)NC(=O)C=1C=NN2C1N=CC=C2)C2=C(C=CC(=C2)Cl)OC)=O